C1=CC=C2C(=C1)N=CC=N2 The molecule is a naphthyridine in which the nitrogens are at positions 1 and 4. It is a mancude organic heterobicyclic parent, an ortho-fused heteroarene and a naphthyridine.